tetracos-1-en-12-one C=CCCCCCCCCCC(CCCCCCCCCCCC)=O